(Z)-N'-(2-Cyano-7-((3aR,4R,6R,6aR)-6-(hydroxymethyl)-2,2-dimethyltetrahydrofuro[3,4-d][1,3]dioxol-4-yl)-5-iodo-7H-pyrrolo[2,3-d]pyrimidin-4-yl)-N,N-dimethylformimidamide C(#N)C=1N=C(C2=C(N1)N(C=C2I)[C@@H]2O[C@@H]([C@H]1OC(O[C@H]12)(C)C)CO)\N=C/N(C)C